2-(trifluoromethoxy)benzaldehyde oxime FC(OC1=C(C=NO)C=CC=C1)(F)F